SCCC(=O)OCCOC(CCS)=O ethylene glycol bis(3-mercaptopropanoate)